(1S,2S)-N-(6-(5-chloro-6-fluoro-7-((1-fluoropropan-2-yl)amino)-1H-indazol-4-yl)imidazo[1,2-a]pyrazin-2-yl)-2-fluorocyclopropane-1-carboxamide ClC=1C(=C2C=NNC2=C(C1F)NC(CF)C)C=1N=CC=2N(C1)C=C(N2)NC(=O)[C@H]2[C@H](C2)F